1-(3-((5-chloro-2-((1-(1-(cyclopropylmethyl)piperidin-4-yl)-1H-pyrazol-4-yl)amino)pyrimidin-4-yl)amino)propyl)piperidin-2-one ClC=1C(=NC(=NC1)NC=1C=NN(C1)C1CCN(CC1)CC1CC1)NCCCN1C(CCCC1)=O